1-(1H-indol-5-yl)-3-(5-(p-tolyl)-1,3,4-thiadiazol-2-yl)urea N1C=CC2=CC(=CC=C12)NC(=O)NC=1SC(=NN1)C1=CC=C(C=C1)C